(S)-tert-butyl 3-methyl-4-(6-(1-methyl-2-oxo-5-(4,4,5,5-tetramethyl-1,3,2-dioxaborolan-2-yl)-1,2-dihydropyridin-3-ylamino)pyridin-3-yl)piperazine-1-carboxylate C[C@H]1CN(CCN1C=1C=NC(=CC1)NC=1C(N(C=C(C1)B1OC(C(O1)(C)C)(C)C)C)=O)C(=O)OC(C)(C)C